OB1OCC2=C1C=CC(=C2)C=2C(=C(C#N)C=CC2)N2CCC(CC2)C2=NN=CN2C 3-(1-hydroxy-1,3-dihydrobenzo[c][1,2]oxaborol-5-yl)-2-(4-(4-methyl-4H-1,2,4-triazol-3-yl)piperidin-1-yl)benzonitrile